FC1(CN(CC[C@H]1NC1=NN2C(C(=N1)OC)=C(C=C2)C=2C=C1N=CC=NC1=CC2)C2COC2)F (R)-N-(3,3-difluoro-1-(oxetan-3-yl)piperidin-4-yl)-4-methoxy-5-(quinoxalin-6-yl)pyrrolo[2,1-f][1,2,4]triazin-2-amine